3-(1-benzyl-3-(3-chlorophenyl)azetidin-3-yl)-4-methyl-4H-1,2,4-triazole C(C1=CC=CC=C1)N1CC(C1)(C1=CC(=CC=C1)Cl)C1=NN=CN1C